C(C)C(COC=1C=C(CN2C(C3=CC=CC=C3C2=O)=O)C=C(C1)OCC(CCCC)CC)CCCC 2-(3,5-Bis((2-ethylhexyl)oxy)benzyl)isoindoline-1,3-dione